[Fe].[Ni].[Fe].O=C1C2(CCC(C1=CC1=CC=C(C=C1)C=C1C(C3(CCC1C3(C)C)CS(=O)(=O)O)=O)C2(C)C)CS(=O)(=O)O 1,4-di(2-oxo-10-sulfo-3-bornylidenemethyl)benzene iron-nickel-iron